C(CCCCCCCC)(N)N nonane-diamine